C1=C(C=CC2=CC=C(C=C12)COC1=C(C2=CC=CC=C2C=C1)C1=C(C=CC2=CC=CC=C12)OCCO)COC1=C(C2=CC=CC=C2C=C1)C1=C(C=CC2=CC=CC=C12)OCCO 2,2'-[Naphthalene-2,7-diylbis(methyleneoxy[1,1'-binaphthyl]-2',2-diyloxy)]di(ethan-1-ol)